3-fluoro-4-(trifluoromethoxy)benzene FC=1C=CC=CC1OC(F)(F)F